FC1=CC=CC2=C1[Se]NS2(=O)C2=CC=C(C=C2)F fluoro-1-(4-fluorophenyl)benzo[d][1,3,2]thiaselenazol-1-one